Tert-butyl ((1-(6-((2-(1H-pyrazol-1-yl)benzyl)amino)-9-isopropyl-9H-purin-2-yl)pyrrolidin-3-yl)methyl)carbamate N1(N=CC=C1)C1=C(CNC2=C3N=CN(C3=NC(=N2)N2CC(CC2)CNC(OC(C)(C)C)=O)C(C)C)C=CC=C1